O[C@H]1[C@H](CCCC1)NC1=CC(=C(N=N1)C1=C(C=C(C=C1)C#CC)O)C 2-(6-(((1S,2R)-2-hydroxycyclohexyl)amino)-4-methylpyridazin-3-yl)-5-(prop-1-yn-1-yl)phenol